(S)-1-(5-chloro-3-fluoropyridin-2-yl)-4-(3-fluoro-4-(trifluoromethyl)benzyl)-3-(oxetan-3-yl)piperazine-2,5-dione ClC=1C=C(C(=NC1)N1C([C@@H](N(C(C1)=O)CC1=CC(=C(C=C1)C(F)(F)F)F)C1COC1)=O)F